N-(2,6-dimethylpyrimidin-4-yl)-5-[5-[(3-ethyloxetan-3-yl)methoxy]-2-methyl-4-pyridyl]pyrazolo[1,5-a]pyridin-2-amine CC1=NC(=CC(=N1)NC1=NN2C(C=C(C=C2)C2=CC(=NC=C2OCC2(COC2)CC)C)=C1)C